(R)-1,1,1-trifluoro-2-((R)-4-methyl-8-(tetrahydro-2H-pyran-4-yl)-4,5-dihydroisoxazolo[5,4-c]pyrazolo[1,5-a]pyridin-3-yl)propan-2-ol FC([C@](C)(O)C1=NOC=2C=3N(C[C@@H](C21)C)N=C(C3)C3CCOCC3)(F)F